ClC1=CC=C(C=C1)NC(=O)C1CCNCC1 N-(4-chlorophenyl)piperidine-4-carboxamide